[C]B([O])NCC1=NC2=C(N1CCO)C=C(C=C2)Br 2-(2-((((λ1-methyl)(λ1-oxidaneyl)boraneyl)amino)methyl)-6-bromo-1H-benzo[d]imidazol-1-yl)ethan-1-ol